C(C)OC1=CC=C(C=C1)N1[C@@H]2CN(C[C@H](C1)CC2(C)C)CCS(=O)(=O)CCN 2-((2-((1r,5s)-6-(4-ethoxyphenyl)-9,9-dimethyl-3,6-diazabicyclo[3.2.2]nonan-3-yl)ethyl)sulfonyl)ethane-1-amine